methyl (2R)-2-[(tert-butoxycarbonyl)amino]-2-methyl-3-oxopropanoate C(C)(C)(C)OC(=O)N[C@@](C(=O)OC)(C=O)C